5-(4-((3-ethyl-2-oxo-4-thioxo-1,2,3,4-tetrahydroquinazolin-7-yl)methyl)piperazin-1-yl)-6-fluoro-N-(oxetan-3-yl)picolinamide C(C)N1C(NC2=CC(=CC=C2C1=S)CN1CCN(CC1)C=1C=CC(=NC1F)C(=O)NC1COC1)=O